C(C)(=O)OC=1C(=NC=CC1OC)C(N[C@@H](CC(C)C)C1=NOC(=N1)C1=CC=C(C=C1)OC)=O (S)-4-methoxy-2-((1-(5-(4-methoxyphenyl)-1,2,4-oxadiazol-3-yl)-3-methylbutyl)carbamoyl)pyridin-3-yl acetate